2-AMINO-3,4,5,6-TETRAHYDROXYHEXANAL HYDROCHLORIDE Cl.NC(C=O)C(C(C(CO)O)O)O